C(C)(C)(C)[S@@](=O)N[C@@H]1C2=CC=C(C=C2CC12CCN(CC2)C(=O)OC(C)(C)C)C tert-butyl (S)-1-(((R)-tert-butylsulfinyl)amino)-5-methyl-1,3-dihydrospiro[indene-2,4'-piperidine]-1'-carboxylate